N1C(=NC=C1)C1=CC=C(C=C1)N1CCN(CC1)C=1SC=2C(=NC(=C(C2)Br)[C@H](CC2=CC(=CC(=C2)F)F)NC(OC(C)(C)C)=O)N1 tert-butyl (S)-(1-(2-(4-(4-(1H-imidazol-2-yl)phenyl)piperazin-1-yl)-6-bromothiazolo[4,5-b]pyridin-5-yl)-2-(3,5-difluorophenyl)ethyl)carbamate